3-cyclopropyl-N-(2,2-dimethylpropyl)-5-[(2-fluoro-2-methylpropyl)sulfamoyl]-7,8-dihydro-6H-cyclopenta[g]cinnoline-7-carboxamide C1(CC1)C=1N=NC2=CC3=C(C(=C2C1)S(NCC(C)(C)F)(=O)=O)CC(C3)C(=O)NCC(C)(C)C